NC1=NC=2C=C(C=CC2C2=C1N=C(N2CC)[C@@H]2CN(CCC2)C(=O)OC(C)(C)C)Br tert-Butyl (S)-3-(4-amino-7-bromo-1-ethyl-1H-imidazo[4,5-c]quinolin-2-yl)piperidine-1-carboxylate